FC1(CCC(CC1)NC=1N=C(C2=C(N1)NC=C2C=2C=C1C=CC=NC1=CC2)OC)F N-(4,4-Difluorocyclohexyl)-4-methoxy-5-(quinolin-6-yl)-7H-pyrrolo[2,3-d]pyrimidin-2-amine